COC=1C=C(C=NC1)C=1C=CC=2N(N1)C(=CN2)C=2C=C(C=CC2)CO [3-[6-(5-methoxy-3-pyridyl)imidazo[1,2-b]pyridazin-3-yl]phenyl]methanol